CS(=O)(=O)OCCCCCNC(CC1=C(C=C(C=C1)OCCCC1CCN(CC1)C1=NC=C(C=N1)Cl)F)=O 5-(2-(4-(3-(1-(5-chloropyrimidin-2-yl)piperidin-4-yl)propoxy)-2-fluorophenyl) acetamido)pentyl methanesulfonate